beryllium bis(benzoquinolin-10-olate) N1=CC=CC2=CC=C3C(=C12)C(=CC=C3)[O-].N3=CC=CC1=CC=C2C(=C31)C(=CC=C2)[O-].[Be+2]